5-(dimethylamino)naphthalene-1-sulfonyl-(DANSYL) chloride CN(C1=C2C=CC=C(C2=CC=C1)S(=O)(=O)C1=C(S(=O)(=O)Cl)C=2C=CC=C(C2C=C1)N(C)C)C